IC=1C=C2C(=NC=NC2=CC1)NC(CO)(C)C 2-((6-iodoquinazolin-4-yl)amino)-2-methylpropan-1-ol